[Si](C)(C)(C(C)(C)C)OCC1=CC(=C2N=CC(=NC2=C1)OC)C=1OC2=C(C1)C=C(C(=C2)F)OCCO 2-(2-(7-((tert-butyldimethylsilyloxy)methyl)-2-methoxyquinoxalin-5-yl)-6-fluorobenzofuran-5-yloxy)ethanol